(±)-2-exo-(2-Methylbenzyloxy)-1-methyl-4-isopropyl-7-oxa-bicyclo[2.2.1]heptane CC1=C(COC2C3(CCC(C2)(O3)C(C)C)C)C=CC=C1